CN(CC(=O)N1CCC(CC1)C=1C=C2C(=C(NC2=CC1)C1=CC(=NC(=C1)C)C)C(C)C)C 2-(dimethylamino)-1-(4-(2-(2,6-dimethylpyridin-4-yl)-3-isopropyl-1H-indol-5-yl)piperidin-1-yl)ethan-1-one